[Si](C)(C)(C(C)(C)C)O[C@@H]([C@H](CC=1SC=2C(N1)=C(C=C(C2)OC)C(=O)OCC)OC2CCCC2)C2=CC(=C(C=C2)C=O)OC ethyl 2-[(2S,3R)-3-[tert-butyl(dimethyl)silyl]oxy-2-(cyclopentoxy)-3-(4-formyl-3-methoxy-phenyl)propyl]-6-methoxy-1,3-benzothiazole-4-carboxylate